C(C)(CC)C1C(NC2=C(CN1C(=O)N)C(=CC=C2)F)=O 3-(sec-butyl)-6-fluoro-2-oxo-1,2,3,5-tetrahydro-4H-benzo[1,4]diazepine-4-carboxamide